4-((3-(2-acetamidoethyl)-1H-indol-7-yl)oxy)-4-oxobutanoic acid C(C)(=O)NCCC1=CNC2=C(C=CC=C12)OC(CCC(=O)O)=O